[5-FLUORO-2-(HEPTYLOXY)PHENYL]BORANEDIOL FC=1C=CC(=C(C1)B(O)O)OCCCCCCC